2-cyanoethyl-4-(4-cyano-2,3-dihydro-1-benzofuran-7-yl)-5-hydroxy-2,8-dimethyl-1,4-Dihydro-1,6-naphthyridine-3-carboxylate C(#N)CCOC(=O)C1=C(NC2=C(C=NC(=C2C1C1=CC=C(C=2CCOC21)C#N)O)C)C